ClC1=C(N)C(=CC=C1Cl)C 2,3-dichloro-6-methylaniline